4-(4-(2-(tert-butyl)-4-oxo-4,7-dihydro-5H-spiro[benzo[d]thiazole-6,4'-piperidine]-1'-carbonyl)-6-(dimethylamino)pyridin-2-yl)benzamide C(C)(C)(C)C=1SC2=C(N1)C(CC1(CCN(CC1)C(=O)C1=CC(=NC(=C1)N(C)C)C1=CC=C(C(=O)N)C=C1)C2)=O